N-{6-[5-(Aminomethyl)-1,2,4-oxadiazol-3-yl]-5-methylpyridin-3-yl}-N'-[7-(3,4,5-trimethoxyphenyl)pyrazolo[1,5-a]pyrimidin-6-yl]urea NCC1=NC(=NO1)C1=C(C=C(C=N1)NC(=O)NC=1C=NC=2N(C1C1=CC(=C(C(=C1)OC)OC)OC)N=CC2)C